4-(dimethylamino)-2-butenamide L-malate salt C([C@@H](O)CC(=O)O)(=O)O.CN(CC=CC(=O)N)C